C(C)(=O)N1[C@H]2CN([C@@H](C1)C2)C(=O)NC=2SC(=C(N2)C2=CC(=CC=C2)C#N)C2=CC(=NC(=C2)C)C (1R,4R)-5-Acetyl-N-[4-(3-cyanophenyl)-5-(2,6-dimethyl-4-pyridyl)thiazol-2-yl]-2,5-diazabicyclo[2.2.1]heptan-2-carboxamid